FC1=CC=CC=2N1N=C(C2)[C@H]2N(CCC1=C2N=CN1)C(=O)C=1C=NN2C1C=CC(=C2)OC (S)-(4-(7-fluoropyrazolo[1,5-a]pyridin-2-yl)-6,7-dihydro-1H-imidazo[4,5-c]pyridin-5(4H)-yl)(6-methoxypyrazolo[1,5-a]pyridin-3-yl)methanone